The molecule is pyrrolidine in which the hydrogen attached to the nitrogen is substituted by a 1-phenylcyclohex-1-yl group. It has a role as a hallucinogen, a NMDA receptor antagonist and a general anaesthetic. It is a tertiary amine and a member of pyrrolidines. C1CCC(CC1)(C2=CC=CC=C2)N3CCCC3